penta(methylvinyl)cyclotetrasiloxane CC=C[SiH]1O[Si](O[Si](O[SiH2]O1)(C=CC)C=CC)(C=CC)C=CC